tert-Butyl (R)-5-((4-(6-cyano-7-(dimethylphosphoryl)-1H-indol-3-yl)-5-(trifluoromethyl) Pyrimidine-2-yl)amino)-2-azaspiro[3.3]heptane-2-carboxylate C(#N)C1=CC=C2C(=CNC2=C1P(=O)(C)C)C1=NC(=NC=C1C(F)(F)F)N[C@H]1C2(CN(C2)C(=O)OC(C)(C)C)CC1